C(C)C1=NOC(=C1C(=O)NC1=CC(=CC=C1)S(NC1=CC=C(C=C1)OC)(=O)=O)C 3-ethyl-N-(3-(N-(4-methoxyphenyl)sulfamoyl)phenyl)-5-methylisoxazole-4-carboxamide